FC1=C(C=CC=C1)C1=CC=C(C=C1)[C@H](CN1CCOCC1)NC(=O)C1NCC(C1)O N-((R)-1-(2'-fluoro-[1,1'-biphenyl]-4-yl)-2-morpholinoethyl)-4-hydroxypyrrolidine-2-carboxamide